BrC=1C=C(C=CC1C)N(C(OC(C)(C)C)=O)C tert-butyl (3-bromo-4-methylphenyl)(methyl)carbamate